Cl.FC(S(=O)(=O)OC=1C=C2N(N1)CC[C@]21CNCC1)(F)F (3R)-5',6'-dihydrospiro[pyrrolidine-3,4'-pyrrolo[1,2-b]pyrazol]-2'-yl trifluoromethanesulfonate-hydrochloride salt